ClC=1C=C(NC2(CCC3(C(CC4=CC=CC=C34)CCCSC3=CC=NC=C3)CC2)C(=O)O)C=CC1 (1r,4r)-4-(3-Chloroanilino)-2'-{3-[(pyridin-4-yl)sulfanyl]propyl}-2',3'-dihydro-spiro[cyclohexane-1,1'-indene]-4-carboxylic acid